N1N=C(N=C1)C(=O)N 1,2,4-triazol-3-carboxamide